3-((3-chloro-2-methoxyphenyl)amino)-2-(3-(2-(pyrazin-2-yl)ethoxy)pyridin-4-yl)-1,5,6,7-tetrahydro-4H-pyrrolo[3,2-c]pyridin-4-one ClC=1C(=C(C=CC1)NC1=C(NC2=C1C(NCC2)=O)C2=C(C=NC=C2)OCCC2=NC=CN=C2)OC